FC1=CC=C(C=C1)CC(=O)NC1=C(C=C(C=C1C)C)C1=CC(=CC=C1)O 2-(4-Fluoro-phenyl)-N-(3'-hydroxy-3,5-dimethyl-biphenyl-2-yl)-acetamide